2-((3-Bromo-1-methyl-1H-pyrazol-5-yl)sulfonyl)-6-(tetrahydro-2H-pyran-4-yl)-2,6-diazaspiro[3.3]heptane BrC1=NN(C(=C1)S(=O)(=O)N1CC2(C1)CN(C2)C2CCOCC2)C